[4-[1-(trifluoromethyl)cyclopropyl]phenyl]azetidine-1-carboxylic acid tert-butyl ester C(C)(C)(C)OC(=O)N1C(CC1)C1=CC=C(C=C1)C1(CC1)C(F)(F)F